C(C)(C)OC=1C=C(C=CC1)C=1C(N(C(C1)=O)CC1CCOCC1)=O 3-(3-Isopropoxyphenyl)-1-((tetrahydro-2H-pyran-4-yl)methyl)-1H-pyrrole-2,5-dione